FC1=C(C=CC(=C1)F)C1=NN=C(O1)CC1=CC=C(C(=O)NO)C=C1 4-((5-(2,4-difluorophenyl)-1,3,4-oxadiazol-2-yl)methyl)-N-hydroxybenzoamide